C(CC)(C1=C(C(=CC(=C1)C)C(C)(C)C)O)C1=C(C(=CC(=C1)C)C(C)(C)C)O 2,2'-propylidene-bis(6-tert-butyl-4-methylphenol)